(3-(3-([1,1'-biphenyl]-4-yl)-4-oxo-3,4-dihydro-phthalazin-1-yl)phenyl)-N-methylethylsulfonamide C1(=CC=C(C=C1)N1N=C(C2=CC=CC=C2C1=O)C=1C=C(C=CC1)N(S(=O)(=O)CC)C)C1=CC=CC=C1